1-((2-amino-9-((2R,3R,5S)-3-hydroxy-5-(hydroxymethyl)tetrahydrofuran-2-yl)-8-oxo-8,9-dihydro-7H-purin-7-yl)methyl)cyclopropane-1-carbonitrile NC1=NC=C2N(C(N(C2=N1)[C@@H]1O[C@@H](C[C@H]1O)CO)=O)CC1(CC1)C#N